1-methyl-3-(piperidin-3-yl)octahydro-2H-benzo[d]imidazol-2-one CN1C(N(C2C1CCCC2)C2CNCCC2)=O